5-chloro-4-(4-fluoro-2-methoxyphenyl)pyridin-2-amine ClC=1C(=CC(=NC1)N)C1=C(C=C(C=C1)F)OC